tert-butyl (3S)-4-[4-[(6-bromo-4-methyl-3-oxopyrazin-2-yl)amino]-2-nitrophenyl]-3-methylpiperazine-1-carboxylate BrC1=CN(C(C(=N1)NC1=CC(=C(C=C1)N1[C@H](CN(CC1)C(=O)OC(C)(C)C)C)[N+](=O)[O-])=O)C